(R)-4-[((2R,3R,5R,6S)-3,5-bis((tert-butyldimethylphenyl)oxy)-6-methyltetrahydro-2H-pyran-2-yl)oxy]pentanoic acid C(C)(C)(C)C1=C(C(=C(C=C1)O[C@H]1[C@@H](O[C@H]([C@@H](C1)OC1=C(C(=C(C=C1)C(C)(C)C)C)C)C)O[C@@H](CCC(=O)O)C)C)C